1-methylcyclobutanecarboxylic acid methyl ester COC(=O)C1(CCC1)C